(3R)-3-(5-chloro-2-methoxy-3-pyridyl)-3-methyl-6-(trifluoromethyl)indolin-2-one ClC=1C=C(C(=NC1)OC)[C@@]1(C(NC2=CC(=CC=C12)C(F)(F)F)=O)C